Tert-butyl N-[3-[2-[3-(tert-butoxycarbonylamino)propoxy]-4-[[4-[4-[6-chloro-4-(trifluoromethyl)-2-pyridyl]piperazin-1-yl]sulfonylphenyl]carbamoyl]phenoxy]propyl]carbamate C(C)(C)(C)OC(=O)NCCCOC1=C(OCCCNC(OC(C)(C)C)=O)C=CC(=C1)C(NC1=CC=C(C=C1)S(=O)(=O)N1CCN(CC1)C1=NC(=CC(=C1)C(F)(F)F)Cl)=O